C1(CCC1)C(CCC(=O)ON1C(CCC1=O)=O)SSC1=NC=CC=C1 2,5-dioxopyrrolidin-1-yl 4-cyclobutyl-4-(pyridin-2-yldisulfaneyl)butanoate